5-(2-chloro-6,8-difluoro-5-methoxyquinazolin-4-yl)-N,N-bis(4-methoxybenzyl)-4,5,6,7-tetrahydropyrazolo[1,5-a]pyrazine-2-carboxamide ClC1=NC2=C(C=C(C(=C2C(=N1)N1CC=2N(CC1)N=C(C2)C(=O)N(CC2=CC=C(C=C2)OC)CC2=CC=C(C=C2)OC)OC)F)F